[P].[Si].[Ca].[K].[Ti].[N] nitrogen titanium potassium calcium silicon phosphorus